1-(7Z,10Z,13Z,16Z-docosatetraenoyl)-2-octadecanoyl-glycero-3-phospho-(1'-sn-glycerol) CCCCCCCCCCCCCCCCCC(=O)O[C@H](COC(=O)CCCCC/C=C\C/C=C\C/C=C\C/C=C\CCCCC)COP(=O)(O)OC[C@H](CO)O